[F-].C(CCCC)[N+]1(CCCC1)CCCC 1-pentyl-1-butylpyrrolidinium fluoride